C(C)N1C(=CC2=CC=CC=C12)C1=NC2=C(N1C)C=CC(=C2)C(=O)N2C[C@H]([C@H](CC2)C(=O)O)NC(C(F)(F)F)=O cis-1-(2-(1-Ethyl-1H-indol-2-yl)-1-methyl-1H-benzo[d]imidazole-5-carbonyl)-3-(2,2,2-trifluoroacetamido)piperidine-4-carboxylic acid